N1(CCCC1)C(=O)OCC(COC(=O)N1CCCC1)(C(C)C)C(C)C 2,2-diisopropylpropane-1,3-diyl bis(pyrrolidine-1-carboxylate)